N-(5-isopropyl-4-(trifluoromethyl)pyridin-2-yl)-3-(4-methoxypyridin-2-yl)-1,2,4-thiadiazol-5-amine C(C)(C)C=1C(=CC(=NC1)NC1=NC(=NS1)C1=NC=CC(=C1)OC)C(F)(F)F